COC(C=1C=CC(=C(C#N)C1)F)OC 5-(Dimethoxymethyl)-2-fluorobenzonitrile